C(C=C)(=O)N1CCN(CC1)C1=C(C=NC2=CC(=C(C=C12)Cl)C1=C(C=CC2=CC=CC=C12)O)C#N 4-(4-acryloylpiperazin-1-yl)-6-chloro-7-(2-hydroxynaphthalen-1-yl)quinoline-3-carbonitrile